CC1=NC(=NC(=C1)NC)NC=1C=C(C2=C(CCO2)C1)C1CCC(CC1)NC(OC(C)(C)C)=O tert-butyl N-[4-[5-[[4-methyl-6-(methylamino)pyrimidin-2-yl]amino]-2,3-dihydrobenzofuran-7-yl]cyclohexyl]carbamate